N-[2-fluoro-5-[2-(2-hydroxyethoxy)-6-(morpholin-4-yl)pyridin-4-yl]-4-methylphenyl]-3-methoxy-3-(trifluoromethyl)piperidine-1-carboxamide FC1=C(C=C(C(=C1)C)C1=CC(=NC(=C1)N1CCOCC1)OCCO)NC(=O)N1CC(CCC1)(C(F)(F)F)OC